boron magnesium salt [Mg].[B]